C1C[C@H](N2C[C@@H]1N(C2=O)OS(=O)(=O)O)C(=O)N The molecule is a member of the class of azabicycloalkanes that is (2S,5R)-7-oxo-1,6-diazabicyclo[3.2.1]octane-2-carboxamide in which the amino hydrogen at position 6 is replaced by a sulfooxy group. Used (in the form of its sodium salt) in combination with ceftazidime pentahydrate for the treatment of complicated urinary tract infections including pyelonephritis. It has a role as an antibacterial drug, an antimicrobial agent and an EC 3.5.2.6 (beta-lactamase) inhibitor. It is a monocarboxylic acid amide, a member of ureas, an azabicycloalkane and a hydroxylamine O-sulfonic acid. It is a conjugate acid of an avibactam(1-).